pentylene glycol dipropyl ether C(CC)OCCCCCOCCC